Cyclopentyl α-Propanoyloxyisobutyrate C(CC)(=O)OC(C(=O)OC1CCCC1)(C)C